C(C)CC(CC(=O)[O-])=O.C(C)CC(CC(=O)[O-])=O.CC([O-])C.CC([O-])C.[Ti+4] titanium di(isopropoxide) bis(ethylacetoacetate)